C(C)N(C(O)=O)SCCCCCC ethyl-(hexylthio)carbamic acid